[O-]C(=O)C(F)(F)F.C(=O)(O)C1=CC(=C(C(=O)O)C=C1)C1=C2C(=CC(C=C2)=[N+]2CC(C2)OC)[Si]2(CCCCC2)C2=C1C=CC(=C2)N2CC(C2)OC 4-carboxy-2-(3-(3-methoxyazetidin-1-ium-1-ylidene)-7-(3-methoxyazetidin-1-yl)-3H-spiro[dibenzo[b,e]siline-5,1'-silinan]-10-yl)benzoate TFA salt